ClC=1C(=C(C=CC1F)NC1=NC=NC2=CC(=CC(=C12)O[C@@H](C)C1=NC=CC=N1)N1N=CC(=C1)C)F (S)-N-(3-chloro-2,4-difluorophenyl)-7-(4-methyl-1H-pyrazol-1-yl)-5-(1-(pyrimidin-2-yl)ethoxy)quinazolin-4-amine